5-(5,6-dichloro-1-(3-methyloxetan-3-yl)-1H-benzo[d]imidazol-2-yl)-3-methoxybenzene-1,2-diol ClC1=CC2=C(N(C(=N2)C2=CC(=C(C(=C2)O)O)OC)C2(COC2)C)C=C1Cl